3-(2,2-diethoxyethoxy)propane-1,2-diol C(C)OC(COCC(CO)O)OCC